(R)-9-(3,4-dichlorobenzoyl)-2-((S*)-1-(4-(difluoromethoxy)phenyl)ethyl)-8-methyl-7,8,9,10-tetrahydropyrido[4',3':3,4]pyrazolo[1,5-d][1,2,4]triazin-1(2H)-one ClC=1C=C(C(=O)N2CC=3C(=NN4C=NN(C(C43)=O)[C@@H](C)C4=CC=C(C=C4)OC(F)F)C[C@H]2C)C=CC1Cl |o1:18|